C(#N)[C@@H](C[C@H]1C(NCCC1)=O)NC(=O)[C@H]1N([C@H]2CC([C@@H]1CC2)(F)F)C([C@@H](CC2CC2)NC=2C=NN(C2)C)=O (1R,3S,4R)-N-((R)-1-cyano-2-((S)-2-oxopiperidin-3-yl)ethyl)-2-((R)-3-cyclopropyl-2-((1-methyl-1H-pyrazol-4-yl)amino)propanoyl)-5,5-difluoro-2-azabicyclo[2.2.2]octane-3-carboxamide